7-bromo-3-(2,3-dichlorophenyl)quinazoline BrC=1C=CC2=CN(CN=C2C1)C1=C(C(=CC=C1)Cl)Cl